[(1-cyanocyclopropyl)methyl-[4-[(5S)-5-(3,5-dichloro-4-fluoro-phenyl)-5-(trifluoromethyl)-4H-isoxazol-3-yl]-2-methyl-benzoyl]amino]methyl methyl carbonate C(OCN(C(C1=C(C=C(C=C1)C1=NO[C@](C1)(C(F)(F)F)C1=CC(=C(C(=C1)Cl)F)Cl)C)=O)CC1(CC1)C#N)(OC)=O